2-(azetidin-3-yl-(methyl)amino)ethan-1-ol N1CC(C1)N(CCO)C